racemic-6-hydroxy-6-methyl-2-(1H-pyrazol-4-yl)-6,7,8,9-tetrahydrothieno[2,3-c]quinolin-4(5H)-one O[C@@]1(CCCC=2C3=C(C(NC12)=O)SC(=C3)C=3C=NNC3)C |r|